COC(=O)C=1C=CC=2C3=C(C=NC2C1)N=C(N3CC3=CC=C(C=C3)CN(C)C)CCCC 2-butyl-1-(4-((dimethylamino)methyl)benzyl)-1H-imidazo[4,5-c]Quinoline-7-carboxylic acid methyl ester